ClC=1C=C(C(=O)Cl)C=C(C1)Cl 3,5-di-chlorobenzoyl chloride